1-(4-methoxybenzyl)-3-(2-(2-methyl-2-(p-tolyl)propionyl)-2-azaspiro[3.3]hept-6-yl)urea COC1=CC=C(CNC(=O)NC2CC3(CN(C3)C(C(C)(C3=CC=C(C=C3)C)C)=O)C2)C=C1